[Br-].C(C1=CC=CC=C1)[N+]12CCN(CC1)CC2 1-benzyl-1,4-diazabicyclo[2.2.2]octan-1-ium bromide